OC=1C2=C(N(C(CC1C(=O)OC)=O)CC1=CC=C(C=C1)OC)C=CC=C2 Methyl 5-hydroxy-1-(4-methoxybenzyl)-2-oxo-2,3-dihydro-1H-benzo[b]azepine-4-carboxylate